N-((2S,3R)-4,4-difluoro-1-(2-hydroxy-2-methylpropanoyl)-2-((2,3',5'-trifluoro-[1,1'-biphenyl]-3-yl)methyl)pyrrolidin-3-yl)methanesulfonamide FC1([C@@H]([C@@H](N(C1)C(C(C)(C)O)=O)CC=1C(=C(C=CC1)C1=CC(=CC(=C1)F)F)F)NS(=O)(=O)C)F